ClC=1C=NC(=NC1)C1CCN(CC1)C=1N=C(C2=C(N1)CCS2=O)NC2=CC(=C(C=C2)CC(=O)OC)F methyl 2-(4-((2-(4-(5-chloropyrimidin-2-yl)piperidin-1-yl)-5-oxo-6,7-dihydrothieno[3,2-d]pyrimidin-4-yl)amino)-2-fluorophenyl)acetate